ClC1=C2C=3C(=C4C(=NC3C=C1F)C1=CC3=C(C(N1C4)=O)COC([C@]3(O)CC)=O)CCC2 (9S)-4-chloro-9-ethyl-5-fluoro-9-hydroxy-10,13-dioxo-2,3,9,10,13,15-hexahydro-1H,12H-benzo[de]pyrano[3',4':6,7]indolizino[1,2-b]quinolin